NC1=NC=CC2=CC=C(C=C12)C=1C=C2C(=NN(C2=CC1)C1CCC1)COC1=C(C(=CC=C1)OC)CC(=O)O 2-(2-((5-(1-aminoisoquinolin-7-yl)-1-cyclobutyl-1H-indazol-3-yl)methoxy)-6-methoxyphenyl)acetic acid